C(C=C)(=O)NC1=CC=C(C(=O)O)C=C1 4-(prop-2-enamido)benzoic acid